C(C)(C)(C)OC(=O)N1[C@@H](CC[C@@H](C1)OS(=O)(=O)CC1=CC=CC=C1)C(=O)OC methyl (2S,5S)-1-(tert-butyloxycarbonyl)-5-toluenesulfonyloxy-piperidine-2-carboxylate